O[C@H]1[C@H](CCC2=CC=CC=C12)NC([O-])=O (1R,2S)-1-Hydroxy-1,2,3,4-tetrahydronaphthalin-2-yl-carbamat